7-chloro-N-cyclopropyl-8-fluoro-2-(methylsulfanyl)pyrido[4,3-d]pyrimidin-5-amine ClC1=C(C=2N=C(N=CC2C(=N1)NC1CC1)SC)F